FC1(CCC(CC1)C1=CC=C(C=N1)NC(=O)NC1=CNC=2C1=NC(=CC2)OCCOC)F 1-(6-(4,4-difluorocyclohexyl)pyridin-3-yl)-3-(5-(2-methoxyethoxy)-1H-pyrrolo[3,2-b]pyridin-3-yl)urea